CC1(CCC=2C1=NC1=C(C2NC(=O)N=[S@@](=O)(N)C2=NN(C=C2CO)C(C)C)CCC1)C (S)-N'-((3,3-dimethyl-1,2,3,5,6,7-hexahydrodicyclopenta[b,e]pyridin-8-yl)carbamoyl)-4-(hydroxymethyl)-1-isopropyl-1H-pyrazole-3-sulfonimidamide